ClC=1C(=C(C#N)C=C(C1)C(C)(C1=CC=C(C=C1)OCC1=NC(=NC=C1)SC)C)OCCC(CCOC=1C=C2C=CN(C(C2=CC1)=O)C1C(NC(CC1)=O)=O)(F)F 3-chloro-2-[5-[[2-(2,6-dioxo-3-piperidyl)-1-oxo-6-isoquinolyl]oxy]-3,3-difluoro-pentoxy]-5-[1-methyl-1-[4-[(2-methylsulfanylpyrimidin-4-yl)methoxy]phenyl]ethyl]benzonitrile